FC(OC1=C(C=C(C(=C1)N(C)CCN(C)C)[N+](=O)[O-])NC1=NC=CC(=N1)N1CC2(C3=NC(=CC=C31)C)CCCC2)F 2-(difluoromethoxy)-N4-(2-(dimethylamino)ethyl)-N4-methyl-N1-(4-(5'-methylspiro[cyclopentane-1,3'-pyrrolo[3,2-b]pyridin]-1'(2'H)-yl)pyrimidin-2-yl)-5-nitrobenzene-1,4-diamine